1,3-dipalmitoyl-2-(2-amino-3-(3,4-dihydroxyphenyl)propionyl)propane-1,2,3-triol C(CCCCCCCCCCCCCCC)(=O)C(C(C(O)C(CCCCCCCCCCCCCCC)=O)(O)C(C(CC1=CC(=C(C=C1)O)O)N)=O)O